C(N)(OC1CC(CCC1)F)=O 3-fluorocyclohexyl carbamate